5-carboxybicyclo[2.2.1]Hept-2-ene C(=O)(O)C1C2C=CC(C1)C2